C1(=CC=CC=C1)CCS(=O)(=O)C(C(=O)O)C 2-[(2-phenylethyl)sulfonyl]propionic acid